methyl-acryloyloxymethyl-trimethoxysilane CCO[Si](OC)(OC)COC(C=C)=O